C(C)(C)N[C@@H]1CN(C[C@@H]1OC)C(=O)OC(C)(C)C tert-Butyl (3R,4S)-3-(isopropylamino)-4-methoxypyrrolidine-1-carboxylate